C(C1=CC=CC=C1)C1(CCN(CC1)S(=O)(=O)C)N(C1=NC=C2C(=N1)N(N=C2C=2C(=C(C(=C(C2)C(F)(F)F)F)O)F)C)C 3-(6-((4-benzyl-1-(methylsulfonyl)piperidin-4-yl)(methyl)amino)-1-methyl-1H-pyrazolo[3,4-d]pyrimidin-3-yl)-2,6-difluoro-5-(trifluoromethyl)phenol